Tert-butyl (S)-(2-(3,5-difluorophenyl)-1-(5,7-dimethyl-4-oxo-4H-pyrido[2,3-d][1,3]oxazin-2-yl)ethyl)carbamate FC=1C=C(C=C(C1)F)C[C@@H](C=1OC(C2=C(N1)N=C(C=C2C)C)=O)NC(OC(C)(C)C)=O